2-Methyl-5-(8,11-pentadecadienyl)-1,3-benzenediol CC1=C(C=C(C=C1O)CCCCCCCC=CCC=CCCC)O